5-(4-chlorophenyl)-1-(2,4-dichlorophenyl)-N-(2-(((1r,3R,5S,7r)-3,5-dimethyladamantan-1-yl)amino)ethyl)-4-methyl-1H-pyrazole-3-carboxamide ClC1=CC=C(C=C1)C1=C(C(=NN1C1=C(C=C(C=C1)Cl)Cl)C(=O)NCCNC12C[C@]3(C[C@](CC(C1)C3)(C2)C)C)C